C1(CC1)C1=NNC(=C1)C1CC2(CN(C2)C(=O)N2CC3(C2)CN(C3)CC3=CC(=NS3)C(F)(F)F)C1 [6-(3-cyclopropyl-1H-pyrazol-5-yl)-2-azaspiro[3.3]heptan-2-yl]-[6-[[3-(trifluoromethyl)isothiazol-5-yl]methyl]-2,6-diazaspiro[3.3]heptan-2-yl]methanone